4-(5-(2,6-dimethylphenoxy)-1-methyl-2-oxo-1,2-dihydropyridin-4-yl)-6-methyl-2-(2,3,5-trifluorophenyl)-1,6-dihydro-7H-pyrrolo[2,3-c]pyridin-7-one CC1=C(OC=2C(=CC(N(C2)C)=O)C=2C3=C(C(N(C2)C)=O)NC(=C3)C3=C(C(=CC(=C3)F)F)F)C(=CC=C1)C